4-methoxy-1,3-dihydrospiro[indene-2,4'-piperidine]-1-amine COC1=C2CC3(CCNCC3)C(C2=CC=C1)N